2-(3-Hydroxyphenyl)-9-(cis-4-(methoxymethyl)cyclohexyl)-8-oxo-8,9-dihydro-7H-purine OC=1C=C(C=CC1)C1=NC=C2NC(N(C2=N1)[C@@H]1CC[C@@H](CC1)COC)=O